2-[4-(1-methyl-4-pyridin-4-yl-1H-pyrazol-3-yl)-phenoxymethyl]-1-(2,2,2-trifluoro-ethyl)-1H-benzimidazole CN1N=C(C(=C1)C1=CC=NC=C1)C1=CC=C(OCC2=NC3=C(N2CC(F)(F)F)C=CC=C3)C=C1